Tert-Butyl (1R,5S,6R)-6-((2-(8-((Cyclopropylmethyl)Thio)Imidazo[1,5-a]Pyridin-3-yl)Propan-2-yl)Carbamoyl)-3-Azabicyclo[3.1.0]Hexane-3-Carboxylate C1(CC1)CSC=1C=2N(C=CC1)C(=NC2)C(C)(C)NC(=O)C2[C@H]1CN(C[C@@H]21)C(=O)OC(C)(C)C